N-(1-(2-Cyanoethyl)-1H-Pyrazol-4-yl)-5-(1-(3,5-Dichloropyridin-4-yl)ethoxy)-1H-Indazol-3-Carboxamid C(#N)CCN1N=CC(=C1)NC(=O)C1=NNC2=CC=C(C=C12)OC(C)C1=C(C=NC=C1Cl)Cl